N-(8-quinolinyl)-2-allyl-3-butenamide N1=CC=CC2=CC=CC(=C12)NC(C(C=C)CC=C)=O